hexane-1,3,6-triol C(CC(CCCO)O)O